6-(cyclopropanecarboxamido)-4-((2,5-dimethyl-4,5-dihydropyrazolo[1,5-a]quinolin-6-yl)amino)-N-methylpyridazine-3-carboxamide C1(CC1)C(=O)NC1=CC(=C(N=N1)C(=O)NC)NC1=C2C(CC=3N(C2=CC=C1)N=C(C3)C)C